2-(6-(4-amino-3,3-difluoropiperidin-1-yl)pyridin-2-yl)-1,6-naphthyridin NC1C(CN(CC1)C1=CC=CC(=N1)C1=NC2=CC=NC=C2C=C1)(F)F